1-[(2S)-1-[2-(difluoromethoxy)pyridin-4-yl]-2-hydroxypropyl]-3-[(1r,3r)-3-(trifluoromethyl)cyclobutyl]urea FC(OC1=NC=CC(=C1)C([C@H](C)O)NC(=O)NC1CC(C1)C(F)(F)F)F